2-((tert-butoxycarbonyl)amino)-5-methoxypyrazolo[1,5-a]pyridine C(C)(C)(C)OC(=O)NC1=NN2C(C=C(C=C2)OC)=C1